OCC=1C=C(C=NC1)OB(O)O (5-(hydroxymethyl)-3-pyridyl)boric acid